C(C)(C)(C)OC(CN1C=CC2=CC=CC=C12)=O 1-(2-(tert-butoxy)-2-oxoethyl)-1H-indol